COC(C1=CC=C(C=C1)C(=O)N1CCC=2C1=CN=CC2C2=CC=C(C=C2)C#N)=O 4-[4-(4-cyanophenyl)-2,3-dihydro-1H-pyrrolo[2,3-c]pyridine-1-Carbonyl]benzoic acid methyl ester